FC1=C(CNC(=O)N2CC(C2)OCC2=CC(=CC=C2)C(F)(F)F)C=CC(=C1C=1NC(C=C(N1)C(F)(F)F)=O)C(F)(F)F N-{2-fluoro-3-[6-oxo-4-(trifluoromethyl)-1,6-dihydropyrimidin-2-yl]-4-(trifluoromethyl)benzyl}-3-{[3-(trifluoromethyl)benzyl]oxy}azetidine-1-carboxamide